C(C)N1N=C(C(=C1)C1=C(C=CC(=C1)F)C1=C2C(=CN=C1)SC(=C2)C#N)C(F)(F)F 4-(2-(1-ethyl-3-(trifluoromethyl)-1H-pyrazol-4-yl)-4-fluorophenyl)thieno[2,3-c]pyridine-2-carbonitrile